3-chloro-2-methyl-7-(2-(trifluoromethoxy)phenyl)benzo[4,5]thieno[2,3-b]pyridin-4(1H)-ol sodium [Na].ClC1=C(C2=C(NC1C)SC1=C2C=CC(=C1)C1=C(C=CC=C1)OC(F)(F)F)O